6-oxo-5-azaspiro[2.4]heptane-4,4-dicarboxylic acid O=C1NC(C2(CC2)C1)(C(=O)O)C(=O)O